tertbutyl 2-[7-(4-fluoro-2-methoxy-phenyl)-4-(trifluoromethylsulfonyloxy)thieno[3,2-c]pyridin-6-yl]-6,7-dihydro-4H-pyrazolo[1,5-a]pyrazine-5-carboxylate FC1=CC(=C(C=C1)C=1C2=C(C(=NC1C1=NN3C(CN(CC3)C(=O)OC(C)(C)C)=C1)OS(=O)(=O)C(F)(F)F)C=CS2)OC